N-(3-(5-((2,6-Dioxopiperidin-3-yl)amino)-2,3-difluorophenyl)prop-2-yn-1-yl)-5-(8-(7-isopropyl-1,3-dimethyl-2-oxo-2,3-dihydro-1H-benzo[d]imidazol-5-yl)isoquinolin-3-yl)picolinamide O=C1NC(CCC1NC=1C=C(C(=C(C1)C#CCNC(C1=NC=C(C=C1)C=1N=CC2=C(C=CC=C2C1)C1=CC2=C(N(C(N2C)=O)C)C(=C1)C(C)C)=O)F)F)=O